NC1=NC=C(C2=C1C(=NN2[C@@H]2CN(CC2)C(C=C)=O)C2=C(C1=C(S2)C(=CC(=C1)C)OC)F)C=1SC=CN1 (S)-1-(3-(4-amino-3-(3-fluoro-7-methoxy-5-methylbenzo[b]thiophen-2-yl)-7-(thiazol-2-yl)-1H-pyrazolo[4,3-c]pyridin-1-yl)pyrrolidin-1-yl)prop-2-en-1-one